1-((2R,3R,4S,5R)-4-(ethynyloxy)-3-hydroxy-5-(hydroxymethyl)tetrahydrofuran-2-yl)pyrimidine-2,4(1H,3H)-dione C(#C)O[C@H]1[C@H]([C@@H](O[C@@H]1CO)N1C(NC(C=C1)=O)=O)O